1,2,3-Trichloro-5-(trans-2,2-dichloro-3-(diethoxymethyl)cyclopropyl)benzene ClC1=C(C(=CC(=C1)[C@@H]1C([C@H]1C(OCC)OCC)(Cl)Cl)Cl)Cl